ClC1=C(C(=O)N(C2OCCC2)C2CC2)C=C(C=N1)C=1C=NN(C1)C1=C(C=C(C=C1Cl)C(C(F)(F)F)(C(F)(F)F)F)Cl 2-chloro-N-cyclopropyl-5-(1-(2,6-dichloro-4-(perfluoropropan-2-yl)phenyl)-1H-pyrazol-4-yl)-N-(tetrahydrofuran-2-yl)nicotinamide